CC(C)(C(CC)(C)C)C(C(C(C(=O)[O-])(C(C)(C(CC)(C)C)C)C(C)(C(CC)(C)C)C)(O)C(=O)[O-])C(=O)[O-] Tri(2,3,3-trimethyl-2-pentyl)citrat